NC1=NC=CC=C1C1=NC=2C(=NC(=CC2)N2N=CC=C2)N1C=1C=C2CC(C(C2=CC1)=O)F 5-[2-(2-aminopyridin-3-yl)-5-(pyrazol-1-yl)imidazo[4,5-b]pyridin-3-yl]-2-fluoro-2,3-dihydroinden-1-one